2-bromo-4-(naphthalen-2-yloxy)benzoic acid BrC1=C(C(=O)O)C=CC(=C1)OC1=CC2=CC=CC=C2C=C1